CN1C=NC2=C1C=C(C=C2)C(=O)O 3-methyl-1,3-benzodiazole-5-carboxylic acid